3-{[1-({(3R,4R)-1-[(5-Bromopyridin-3-yl)carbonyl]-3-phenylpiperidin-4-yl}carbonyl)-4-hydroxypiperidin-4-yl]methyl}-7-methyl-3,7-dihydro-4H-pyrrolo[2,3-d]pyrimidin-4-one BrC=1C=C(C=NC1)C(=O)N1C[C@H]([C@@H](CC1)C(=O)N1CCC(CC1)(O)CN1C=NC2=C(C1=O)C=CN2C)C2=CC=CC=C2